2-(2,6-Dichlorophenyl)-9-(5-hydroxypent-1-yn-1-yl)imidazo[2,1-f][1,6]naphthyridine-3-carboxamide ClC1=C(C(=CC=C1)Cl)C=1N=C2C=3C=C(C=NC3C=CN2C1C(=O)N)C#CCCCO